(R)-1-(2,7-Dichloro-8-fluoropyrido[4,3-d]pyrimidin-4-yl)piperidine-3-sulfonamide ClC=1N=C(C2=C(N1)C(=C(N=C2)Cl)F)N2C[C@@H](CCC2)S(=O)(=O)N